NC1=NC=CC=2N1C(=NC2C2CN(CC2)C(C#CC)=O)C2=C(C=C(C=C2)OC2=NC=CC(=C2)C2CC2)F 1-(3-(5-amino-3-(4-((4-cyclopropylpyridin-2-yl)oxy)-2-fluorophenyl)imidazo[1,5-c]pyrimidin-1-yl)pyrrolidin-1-yl)but-2-yn-1-one